tert-butyl ((1R,3S)-3-(methyl(4-(trifluoromethyl)-phenyl)amino)cyclopentyl)-carbamate CN([C@@H]1C[C@@H](CC1)NC(OC(C)(C)C)=O)C1=CC=C(C=C1)C(F)(F)F